COC1=CC=C(CN2N=C3C(=C(C2=O)C(F)(F)F)CCC3(C=O)C)C=C1 2-(4-methoxybenzyl)-7-methyl-3-oxo-4-(trifluoromethyl)-3,5,6,7-tetrahydro-2H-cyclopenta[C]pyridazine-7-carbaldehyde